[Al](Cl)(Cl)Cl.[Al] Aluminum aluminum chloride